C(OC=1C=C2C(=CNC2=CC1)C[C@@H]1NCCC1)([2H])([2H])[2H] (R)-5-(methoxy-d3)-3-(pyrrolidin-2-ylmethyl)-1H-indole